FC1=NN2C(N=CC3=C2[C@](C[C@H]3C(=O)NC=3C=NC(=C(C3)C)N3N=CC=N3)(C=3C=NN(C3)C)C)=C1 cis-2-fluoro-8-methyl-8-(1-methyl-1H-pyrazol-4-yl)-N-(5-methyl-6-(2H-1,2,3-triazol-2-yl)pyridin-3-yl)-7,8-dihydro-6H-cyclopenta[e]pyrazolo[1,5-a]pyrimidine-6-carboxamide